[2H3]methyl 4-nitrobenzenesulfonate [N+](=O)([O-])C1=CC=C(C=C1)S(=O)(=O)OC([2H])([2H])[2H]